CS(=O)(=O)N[C@@H]1C[C@](CC1)(C(=O)O)CC1=CC(=CC=C1)C1=NC=CC=N1 |o1:5,7| (1R*,3S*)-3-(methylsulfonamido)-1-(3-(pyrimidin-2-yl)benzyl)cyclopentane-1-carboxylic acid